NC1=C2C(=NC=N1)N(N=C2C2=CC=C(C=C2)OC2=CC=CC=C2)C2CN(CCC2)CCOCCN2CCN(CC2)C=2C=C1CN(C(C1=CC2)=O)C2C(NC(CC2)=O)=O 3-(5-(4-(2-(2-(3-(4-amino-3-(4-phenoxyphenyl)-1H-pyrazolo[3,4-d]pyrimidin-1-yl)piperidin-1-yl)ethoxy)ethyl)piperazin-1-yl)-1-oxoisoindolin-2-yl)piperidine-2,6-dione